ClC1=CC=C(C(=O)NC(C)C2=NC=3CCCN(C3C=C2)C(=O)C2CC2)C=C1 4-Chloro-N-{1-[5-(cyclopropancarbonyl)-5,6,7,8-tetrahydro-1,5-naphthyridin-2-yl]ethyl}benzamid